N-((1-(4-amino-1-(phenylamino)cyclohexane-1-carbonyl)piperidin-4-yl)methyl)-2-chloroacetamide hydrochloride Cl.NC1CCC(CC1)(C(=O)N1CCC(CC1)CNC(CCl)=O)NC1=CC=CC=C1